ethyl 4-bromo-1-(2-((tert-butoxycarbonyl) amino) ethyl)-3-(4-fluoro-3,5-dimethylphenoxy)-1H-pyrazole-5-carboxylate BrC=1C(=NN(C1C(=O)OCC)CCNC(=O)OC(C)(C)C)OC1=CC(=C(C(=C1)C)F)C